5-chloro-2-(2-fluoro-4-pyridinyl)-4-[2-(phenoxymethyl)morpholin-4-yl]-1H-pyrimidin-6-one ClC1=C(N=C(NC1=O)C1=CC(=NC=C1)F)N1CC(OCC1)COC1=CC=CC=C1